NC1=CC(=C(C=C1)C=1C(=C(NC1C)C(=O)N)C1=CC(=C(C=C1)C(NCC(C)C)=O)OC)C 4-(4-amino-2-methyl-phenyl)-3-[4-(isobutylcarbamoyl)-3-methoxy-phenyl]-5-methyl-1H-pyrrole-2-carboxamide